C(C)(=O)N1C2CN(CC1C2)C2=CC=C(C=N2)C[C@@H](C(=O)O)N (2S)-3-(6-(6-acetyl-3,6-diazabicyclo[3.1.1]heptan-3-yl)pyridin-3-yl)-2-aminopropanoic acid